methyl 4-[1-[(1S)-1-[(2S,4R)-4-hydroxy-2-(methylcarbamoyl)pyrrolidine-1-carbonyl]-2,2-dimethyl-propyl]triazol-4-yl]benzoate O[C@@H]1C[C@H](N(C1)C(=O)[C@H](C(C)(C)C)N1N=NC(=C1)C1=CC=C(C(=O)OC)C=C1)C(NC)=O